4-(4-Fluoro-phenyl)-6-methoxy-3'-methyl-[2,2']bipyridinyl-5-carbonitrile FC1=CC=C(C=C1)C1=CC(=NC(=C1C#N)OC)C1=NC=CC=C1C